C(#N)[C@H](C[C@@H]1C(NCC1)=O)NC(=O)[C@H]1N([C@H]2CC([C@@H]1CC2)(F)F)C(=O)C=2NC1=CC(=CC(=C1C2)C(F)F)F (1R,3S,4R)-N-((S)-1-cyano-2-((R)-2-oxopyrrolidin-3-yl)ethyl)-2-(4-(difluoromethyl)-6-fluoro-1H-indole-2-carbonyl)-5,5-difluoro-2-azabicyclo[2.2.2]octane-3-carboxamide